4-[6-(3-oxabicyclo[4.1.0]hept-6-yl)-2-pyridinyl]thiazol-2-amine C12COCCC2(C1)C1=CC=CC(=N1)C=1N=C(SC1)N